(5-(5-(2-(4-methylpiperazin-1-yl)pyridin-4-yl)-1H-pyrrolo[2,3-b]pyridin-3-yl)pyrazolo[1,5-a]pyridin-3-yl)(morpholino)methanone CN1CCN(CC1)C1=NC=CC(=C1)C=1C=C2C(=NC1)NC=C2C2=CC=1N(C=C2)N=CC1C(=O)N1CCOCC1